(9H-fluoren-9-yl)methyl-(R)-(1-(methylamino)-1-oxo-3-(tritylsulfanyl)propan-2-yl)carbamic acid C1=CC=CC=2C3=CC=CC=C3C(C12)CN(C(O)=O)[C@H](C(=O)NC)CSC(C1=CC=CC=C1)(C1=CC=CC=C1)C1=CC=CC=C1